(6-(1-methylcyclopropyl)quinoline-4-carbonyl)glycine tert-butyl ester C(C)(C)(C)OC(CNC(=O)C1=CC=NC2=CC=C(C=C12)C1(CC1)C)=O